2-((3RS,4RS)-4-((4-(Ethyl(((1r,4R)-4-(trifluoromethyl)cyclohexyl)methyl)amino)-7H-pyrrolo[2,3-d]pyrimidin-7-yl)methyl)-3-hydroxypiperidin-1-yl)acetamide C(C)N(C=1C2=C(N=CN1)N(C=C2)C[C@@H]2[C@H](CN(CC2)CC(=O)N)O)CC2CCC(CC2)C(F)(F)F |r|